5-(3-isopropyl-5-(piperidin-4-yl)-1H-indol-2-yl)-7-methylthiazolo[5,4-b]pyridine C(C)(C)C1=C(NC2=CC=C(C=C12)C1CCNCC1)C1=CC(=C2C(=N1)SC=N2)C